C(#N)C1=CC=C(C=N1)OC1=CC=C(C=C1)C(CC)(CC)C1=CC=C(OC2CC(C2)NC(OC(C)(C)C)=O)C=C1 tert-butyl ((1s,3s)-3-(4-(3-(4-((6-cyanopyridin-3-yl)oxy)phenyl)pentane-3-yl)phenoxy)cyclobutyl)carbamate